4-[[5-(3-chloro-2-fluoro-phenoxy)-3-pyridinyl]methyl]-3-fluoro-pyridin-2-amine ClC=1C(=C(OC=2C=C(C=NC2)CC2=C(C(=NC=C2)N)F)C=CC1)F